4-(7-(3,4-dimethoxyphenyl) pyrazolo[1,5-a]pyrimidine-2-carboxamido)phenyl ((benzyloxy)carbonyl)-L-valinate C(C1=CC=CC=C1)OC(=O)N[C@@H](C(C)C)C(=O)OC1=CC=C(C=C1)NC(=O)C1=NN2C(N=CC=C2C2=CC(=C(C=C2)OC)OC)=C1